ClC1=CC(=C(C=C1)N1CCC2(CN(C2)C(=O)N2C[C@H](CC2)C(=O)N)CC1)S(=O)(=O)C (3S)-1-[7-(4-Chloro-2-methylsulfonyl-phenyl)-2,7-diazaspiro[3.5]nonane-2-carbonyl]pyrrolidine-3-carboxamide